FC1=NN(C=C1C1=C2C=3C=CC=C(CNC(OC4CC(N5C(N(C=6C=NC(N1)=C2C56)C)=O)C4)=O)C3)C 15-(3-fluoro-1-methyl-pyrazol-4-yl)-21-methyl-5-oxa-1,7,16,18,21-pentazahexacyclo[12.8.2.12,4.19,13.017,24.020,23]hexacosa-9,11,13(25),14,17(24),18,20(23)-heptaene-6,22-dione